FC=1C=C(C(=NC1C=1N=NN(C1CNC(=O)OCC(C)C)C)C)O[C@@H]1C[C@H](CCC1)C(=O)O (1S,3S)-3-((5-fluoro-6-(5-(((isobutoxycarbonyl)amino)methyl)-1-methyl-1H-1,2,3-triazol-4-yl)-2-methylpyridin-3-yl)oxy)cyclohexane-1-carboxylic acid